[C@@H]12COC[C@@H](CC1)C2NC2=C1C(=C(N=N2)C2=C(C=C(C=C2C)C)O)C=NC=C1 2-(1-(((1R,5S,8s)-3-oxabicyclo[3.2.1]octan-8-yl)amino)pyrido[3,4-d]pyridazin-4-yl)-3,5-dimethylphenol